FC1=C(C=C2C(=NN(C2=C1)C)CC=O)OC 2-(6-fluoro-5-methoxy-1-methyl-1H-indazol-3-yl)acetaldehyde